tert-Butyl 3-((4-bromophenyl)(hydroxy)methyl)-2,6-dioxopiperidine-1-carboxylate BrC1=CC=C(C=C1)C(C1C(N(C(CC1)=O)C(=O)OC(C)(C)C)=O)O